potassium (2R,4R)-1-(3-chloro-2-fluorobenzyl)-4-((5-fluoro-4-methyl-6-((5-methyl-1H-pyrazol-3-yl) amino) pyridin-2-yl) methyl)-2-methylpiperidine-4-carboxylate ClC=1C(=C(CN2[C@@H](C[C@@](CC2)(C(=O)[O-])CC2=NC(=C(C(=C2)C)F)NC2=NNC(=C2)C)C)C=CC1)F.[K+]